C(=C)C1=CC=C(C=C1)O[Si](CC)(CC)CC 4-vinylphenyloxy-triethylsilane